6-cyclopropyl-N-[(5-fluoro-1H-benzimidazol-2-yl)methyl]-1-(oxan-4-yl)-1H-pyrazolo[3,4-b]pyrazin-3-amine C1(CC1)C1=CN=C2C(=N1)N(N=C2NCC2=NC1=C(N2)C=CC(=C1)F)C1CCOCC1